6-bromo-7-methoxy-2-methylpyrido[2,3-d]pyrimidin-4(3H)-one BrC1=CC2=C(N=C(NC2=O)C)N=C1OC